(+/-)-2-[4-(2,6-difluoro-4-{[5-(hydroxymethyl)-5-methyl-5,6-dihydro-4H-1,3-oxazin-2-yl]amino}phenoxy)-1H-pyrrolo[2,3-b]pyridin-3-yl]-6-fluorobenzonitrile FC1=C(OC2=C3C(=NC=C2)NC=C3C3=C(C#N)C(=CC=C3)F)C(=CC(=C1)NC=1OC[C@@](CN1)(C)CO)F |r|